C(C)(C)(C)OC(=O)N1CC(CCC1)COC1=NC=CN=C1Cl 3-(((3-chloropyrazin-2-yl)oxy)methyl)piperidine-1-carboxylic acid tert-butyl ester